ethyl-3-methylimidazolium octanoate C(CCCCCCC)(=O)[O-].C(C)C=1NC=C[N+]1C